5-(4-((3-ethyl-2-oxo-1,2-dihydrothieno[2,3-b]pyrazin-6-yl)methyl)piperazin-1-yl)-6-methyl-N-(tetrahydrofuran-3-yl)pyridine Methyl-5-bromo-3-ethylimidazole-4-carboxylate COC(=O)C=1N(C=NC1Br)CC.C(C)C=1C(NC2=C(N1)SC(=C2)CN2CCN(CC2)C=2C=CCN(C2C)C2COCC2)=O